CC1=CC=C2C(=NNC2=C1)C=1C=C(C=CC1)NC(C=C)=O N-[3-(6-methyl-1H-indazol-3-yl)phenyl]prop-2-enamide